C(C=C)C1N(CCC1)C1=C(C=C(C(=N1)C(=O)O)NC(=O)OC(C)(C)C)C(F)(F)F 6-(2-allylpyrrolidin-1-yl)3-(tert-butoxycarbonylamino)-5-(trifluoromethyl)pyridine-2-carboxylic acid